C(CCCCCCCCCCCCCCCCCCC)(=O)N[C@@H](CO)[C@H](O)CCCCCCCCCCCCCCC N-(eicosanoyl)-sphinganine